FC1=C(C(=O)N[C@H](CNC(=O)[C@H]2OC(OCC2(C)C)(C)C)C)C=C(C(=C1)F)F (S)-2,2,5,5-Tetramethyl-[1,3]dioxane-4-carboxylic acid [(S)-2-(2,4,5-trifluoro-benzoylamino)-propyl]amide